N4-(3-chloro-4-fluorophenyl)-6-methylpyrimidine-2,4-diamine hydrochloride Cl.ClC=1C=C(C=CC1F)NC1=NC(=NC(=C1)C)N